methyl 2-[(2S,3R)-3-[tert-butyl (dimethyl) silyl] oxy-2-(cyclopentoxy)-3-(3,5-dimethoxy-4-methyl-phenyl) propyl]-1,3-benzothiazole-4-carboxylate [Si](C)(C)(C(C)(C)C)O[C@@H]([C@H](CC=1SC=2C(N1)=C(C=CC2)C(=O)OC)OC2CCCC2)C2=CC(=C(C(=C2)OC)C)OC